2,3,5,6-tetrafluoro-1,4-phenylen-bis[4-{6-(acryloyloxy)hexyloxy}benzoate] FC1=C(C(=C(C(=C1F)C1=C(C(=O)[O-])C=CC(=C1)OCCCCCCOC(C=C)=O)F)F)C1=C(C(=O)[O-])C=CC(=C1)OCCCCCCOC(C=C)=O